FC1=CC=CC2=C1C(N(N=N2)C2C(NC(CC2)=O)=O)=O 3-(5-fluoro-4-oxo-1,2,3-benzotriazin-3-yl)piperidine-2,6-dione